OC(CNC(=O)C1=CC(=NC=C1)C(=O)NC1=CC(=CC=C1)[C@@H](CC1=NN=CN1C)C)(C)C (R)-N4-(2-hydroxy-2-methylpropyl)-N2-(3-(1-(4-methyl-4H-1,2,4-triazol-3-yl)propan-2-yl)phenyl)pyridine-2,4-dicarboxamide